diethoxyhafnium C(C)O[Hf]OCC